C(C)(C)N1CCC=2C=NC(=CC21)C(N)=N 1-isopropyl-2,3-dihydro-1H-pyrrolo[3,2-c]pyridine-6-carboximidamide